BrC1=C(COC2=CC(=C(C=O)C=C2)OCC2=CC(=CC=C2)C#N)C=CC=C1C1=CC=CC=C1 4-(2-bromo-3-phenylbenzyloxy)-2-(3-cyanobenzyloxy)benzaldehyde